FC1=CC=C(C=C1)[C@@H](CN1C[C@H](CCC1)F)NS(=O)(=O)C1=CC=C(C=C1)OC(F)(F)F N-((S)-1-(4-fluorophenyl)-2-((S)-3-fluoropiperidin-1-yl)ethyl)-4-(trifluoromethoxy)benzenesulfonamide